NC1=NC=CC(=C1)C#CC1=CN=C2N1N=C(C=C2)C2=CC=C(C=C2)C(=O)N2CCOCC2 (4-(3-((2-aminopyridin-4-yl)ethynyl)imidazo[1,2-b]pyridazin-6-yl)phenyl)(morpholino)methanone